BrC=1N=NC(=CC1)N1CCC(CC1)C(OCCCC)OCCCC 3-bromo-6-[4-(dibutoxymethyl)piperidin-1-yl]pyridazine